CC1CCC(C1)CO[SiH3] 4-methylcyclopentylmethoxysilane